2-(1-amino-4-bromo-pyridin-1-ium-2-yl)acetonitrile N[N+]1=C(C=C(C=C1)Br)CC#N